2-((3-(1H-pyrazol-1-yl)benzyl)(3-methoxybenzyl)amino)thiazole-4-carboxylic acid ethyl ester C(C)OC(=O)C=1N=C(SC1)N(CC1=CC(=CC=C1)OC)CC1=CC(=CC=C1)N1N=CC=C1